diethyl-1-((4-nitrophenyl)sulfonyl)-3-vinylazetidine-2,2-dicarboxylic acid C(C)C1(C(C(N1S(=O)(=O)C1=CC=C(C=C1)[N+](=O)[O-])(C(=O)O)C(=O)O)C=C)CC